C[C@]12CC3(CC(C[C@@](C1)(C3)C)C2)NC(NC2=CC=C(C(=O)N3CC(CCC3)C(=O)N)C=C2)=O 1-(4-{3-[(1r,3R,5S,7r)-3,5-Dimethyladamantan-1-yl]ureido}benzoyl)piperidine-3-carboxamide